((3R,6R)-1,6-dimethylpiperidin-3-yl)-4-(5-(5-fluoro-2-methoxypyridin-4-yl)-1H-pyrazole-3-carbonyl)-4-azaspiro[2.5]octane-7-carboxamide CN1C[C@H](CC[C@H]1C)C1CC12N(CCC(C2)C(=O)N)C(=O)C2=NNC(=C2)C2=CC(=NC=C2F)OC